ClC1=NC=C(C(=N1)NC=1C=CC=C2CCN(C12)S(=O)(=O)C)C(F)(F)F N-(2-chloro-5-(trifluoromethyl)pyrimidin-4-yl)-1-(methylsulfonyl)indolin-7-amine